4-aminomethylbenzylformamidine dihydrochloride Cl.Cl.NCC1=CC=C(CC(=N)N)C=C1